3-(1-methyl-6-(((3R,4R)-3-methylpiperidin-4-yl)amino)-1H-indazol-3-yl)piperidine-2,6-dione CN1N=C(C2=CC=C(C=C12)N[C@H]1[C@@H](CNCC1)C)C1C(NC(CC1)=O)=O